NC=1C=CC(=NC1)[C@@H](C(F)(F)F)N(C(=O)C1(CC1)NS(=O)(=O)C)C (S)-N-(1-(5-Aminopyridin-2-yl)-2,2,2-trifluoroethyl)-N-methyl-1-(methylsulfonamido)cyclopropane-1-carboxamide